Nickel-boron-aluminum [Al].[B].[Ni]